6-((5-Fluoropyridin-2-yl)amino)-4-((2-methoxy-3-((tetrahydro-2H-pyran-4-yl)oxy)phenyl)amino)-N-methylpyridazine-3-carboxamide FC=1C=CC(=NC1)NC1=CC(=C(N=N1)C(=O)NC)NC1=C(C(=CC=C1)OC1CCOCC1)OC